Cl.NC1CCN2CCCC12 1-amino-pyrrolizidine hydrochloride